CN(CCN(C(C(=C)C)=O)C)C N-(2-(dimethylamino)ethyl)-N-methyl-methacrylamide